C1(=CC=CC2=CC=C3C=C4C=CC=CC4=CC3=C12)C=C 2-TETRAPHENYLETHENE